ClC1=CC(=C(C=C1)N1CCC(CC1)C=1C(=NN(C1)C)C1(CC=C(C=C1)S(=O)(=O)N(C)C)S(=O)(=O)N)F 1-(4-(1-(4-chloro-2-fluorophenyl)piperidin-4-yl)-1-methyl-1H-pyrazol-3-yl)-N4,N4-dimethylbenzene-1,4-disulfonamide